C(C)OC1=C(OC(C2=CC=CC=C2)C2CNCCO2)C=CC=C1 2-[α-(2-ethoxyphenoxy)benzyl]-morpholine